5-(1-methylindol-2-yl)-1,3-thiazol-2-ylamine CN1C(=CC2=CC=CC=C12)C1=CN=C(S1)N